COC1=CC=C(CN(C2=NC=3C=CC=CC3C3=C2NC(N3C(C)C3=CC=C(C=C3)CN3CCCC3)=O)CC3=CC=C(C=C3)OC)C=C1 4-(bis(4-methoxybenzyl)amino)-1-(1-(4-(pyrrolidin-1-ylmethyl)phenyl)ethyl)-1,3-dihydro-2H-imidazo[4,5-c]Quinolin-2-one